tert-butyl N-(5-{3-[4-(trifluoromethyl)pyrazol-1-yl]propyl}-1H-indol-3-yl)carbamate tert-Butyl-N-{5-[(1E)-3-[4-(trifluoromethyl)pyrazol-1-yl]prop-1-en-1-yl]-1H-indol-3-yl}carbamate C(C)(C)(C)OC(NC1=CNC2=CC=C(C=C12)\C=C\CN1N=CC(=C1)C(F)(F)F)=O.FC(C=1C=NN(C1)CCCC=1C=C2C(=CNC2=CC1)NC(OC(C)(C)C)=O)(F)F